ClC=1C(=C(C(=C(C1)C(C)O)C1=CC(=CC(=C1)F)F)C=O)C 4-Chloro-3',5'-difluoro-6-(1-hydroxyethyl)-3-methylbiphenyl-2-carbaldehyde